ClC1=NC=CC(=C1N)Br 2-chloro-3-amino-4-bromopyridine